3-[4-[[4-(ethoxymethyl)triazol-1-yl]methyl]phenyl]-5-(trifluoromethyl)-1,2,4-oxadiazole C(C)OCC=1N=NN(C1)CC1=CC=C(C=C1)C1=NOC(=N1)C(F)(F)F